N-((3R,4S)-3-isobutoxychroman-4-yl)-6-(trifluoromethyl)-7H-pyrrolo[2,3-d]pyrimidin-4-amine C(C(C)C)O[C@H]1COC2=CC=CC=C2[C@@H]1NC=1C2=C(N=CN1)NC(=C2)C(F)(F)F